ClC1=CC(=C(CNCC2CCN(CC2)C(=O)OC(C)(C)C)C=C1Cl)OCC tert-butyl 4-(((4,5-dichloro-2-ethoxybenzyl)amino)methyl)piperidine-1-carboxylate